1-{2-[(1-acetyl-1,2,3,4-tetrahydroquinolin-6-yl)oxy]ethyl}-5-chloro-1,2-dihydrospiro[indole-3,4'-piperidin]-2-one C(C)(=O)N1CCCC2=CC(=CC=C12)OCCN1C(C2(CCNCC2)C2=CC(=CC=C12)Cl)=O